C1(=C(C=CC=C1)NC(=S)NC1=C(C=CC=C1)C)C N,N'-di(o-tolyl)thiourea